ClC1=CC=CC=2OC3=C(C21)C=C2C=CC=CC2=C3 1-chlorobenzo[b]naphtho[2,3-d]furan